Allyl (6aS)-3-((6-ethoxy-6-oxohexyl)oxy)-6-hydroxy-2-methoxy-12-oxo-6,6a,7,8,9,10-hexahydrobenzo[e]pyrido[1,2-a][1,4]-diazepine-5(12H)-carboxylate C(C)OC(CCCCCOC=1C(=CC2=C(N(C([C@H]3N(C2=O)CCCC3)O)C(=O)OCC=C)C1)OC)=O